COCCOC1=CC=C(C(N)=S)C=C1 4-(2-Methoxyethoxy)benzothioamide